benzyl-4-(((tert-butoxycarbonyl)amino)methyl)pyridin-1-ium bromide [Br-].C(C1=CC=CC=C1)[N+]1=CC=C(C=C1)CNC(=O)OC(C)(C)C